O=C1NC(CCC1N1C(C2=CC=C(C=C2C1)CNC(=O)NC1=CC=C(C=C1)OCC1=C(C=CC=C1)O)=O)=O 1-((2-(2,6-Dioxopiperidin-3-yl)-1-oxoisoindolin-5-yl)methyl)-3-(4-((2-hydroxyphenylmethyl)oxy)phenyl)urea